ClC1=CC=C(C(=N1)C1=NOC(N1)=O)N[C@H](C)C=1C=C(C=C2C(C(=C(OC12)C1=CC=CC=C1)C=1N=COC1)=O)C 3-[6-Chloro-3-[[(1R)-1-(6-methyl-3-oxazol-4-yl-4-oxo-2-phenyl-chromen-8-yl)ethyl]amino]-2-pyridyl]-4H-1,2,4-oxadiazol-5-one